N-methoxy-N-methyl-nicotinamide CON(C(C1=CN=CC=C1)=O)C